(4aR,8aS)-6-[3-[[2-fluoro-6-(trifluoromethyl)phenyl]methoxy]-2-methylazetidin-1-carbonyl]-4,4a,5,7,8,8a-hexahydropyrido[4,3-b][1,4]oxazin-3-one FC1=C(C(=CC=C1)C(F)(F)F)COC1C(N(C1)C(=O)N1C[C@@H]2[C@@H](OCC(N2)=O)CC1)C